N-tert-butyl-1,1-dimethyl-1-(2-methyl-1H-benzo[b]indeno[4,5-d]thiophen-1-yl)silaneamine C(C)(C)(C)N[Si](C1C(=CC=2C=CC3=C(C4=C(S3)C=CC=C4)C12)C)(C)C